C(C)(C)(C)S tert-butylmercaptan